FC(C1=C(C=CC=C1)B(O)O)(F)F o-trifluoromethyl-phenylboronic acid